[N+](#[C-])C1=CC=C(C=C1)[Se][Se]C1=CC=C(C=C1)[N+]#[C-] 1,2-bis(4-isocyanophenyl)diselane